S(=O)(=O)(C1=CC=C(C)C=C1)OC1CCC(CC1)C(=O)OC methyl (1s,4s)-4-(tosyloxy)cyclohexane-1-carboxylate